FC=1C=C2C=C(C=NC2=C(C1)F)NC1=NC(=NC=C1)NC=1C=NC(=C(C1)OC)OC1CC(C1)N(C)C 4-(6,8-difluoro-3-quinolylamino)-2-{5-methoxy-6-[(1s,3s)-3-(dimethylamino)cyclobutoxy]-3-pyridylamino}pyrimidine